(2S,4S)-4-(4-(3-amino-1H-indazol-6-yl)-1H-1,2,3-triazol-1-yl)-N-(4-chloro-3-(trifluoromethyl)phenyl)pyrrolidine-2-carboxamide NC1=NNC2=CC(=CC=C12)C=1N=NN(C1)[C@H]1C[C@H](NC1)C(=O)NC1=CC(=C(C=C1)Cl)C(F)(F)F